C(C)(C)C1=CC=C(CCB2OC(C(O2)(C)C)(C)C)C=C1 2-(4-isopropylphenethyl)-4,4,5,5-tetramethyl-1,3,2-dioxaborolane